COC(C(C(=O)OC)CC(=O)C1=CC=C(C=C1)N(C)C)=O {2-[4-(dimethylamino)phenyl]-2-oxoethyl}propanedioic acid dimethyl ester